1-(5-(3-cyano-6-(1-methyl-1H-pyrazol-4-yl)pyrazolo[1,5-a]pyridin-4-yl)pyridin-2-yl)azetidine-3-carboxylic acid C(#N)C=1C=NN2C1C(=CC(=C2)C=2C=NN(C2)C)C=2C=CC(=NC2)N2CC(C2)C(=O)O